OCCN(C1=CC(=CC=C1)Cl)CCO N,N-bis(2-hydroxyethyl)-3-chloroAniline